5-(5-trifluoromethyl-6-cyanopyridin-3-yl)-thiophene-2-carbaldehyde FC(C=1C=C(C=NC1C#N)C1=CC=C(S1)C=O)(F)F